Cl.Cl.N[C@@H](CNC1=NC(=NC=C1)C1=C(C=CC(=C1)C=1C=NN(C1)C)O)CC 2-[4-[[(2R)-2-aminobutyl]amino]-2-pyrimidinyl]-4-(1-methyl-1H-pyrazol-4-yl)phenol dihydrochloride